4-N-Benzoyl-2'-O-tert-butyldimethylsilyl-3'-deoxy-3',4'-didehydrocytidine-5'-aldehyde C(C1=CC=CC=C1)(=O)NC1=NC(N([C@H]2[C@H](O[Si](C)(C)C(C)(C)C)C=C(C(O)=O)O2)C=C1)=O